[I-].CC12C3CCC4(CCCC4C3CCC2=CC(CC1)=O)C 10,13-dimethyl-6,7,8,9,10,11,12,13,14,15,16,17-dodecahydro-1H-cyclopenta[a]phenanthren-3(2H)-one Iodide